1-(5-((6-Fluoro-5-(2'-hydroxy-[1,1'-biphenyl]-4-yl)-1H-benzo[d]imidazol-2-yl)oxy)-2-methylphenyl)-4-methyl-1,4-dihydro-5H-tetrazol-5-on FC=1C(=CC2=C(NC(=N2)OC=2C=CC(=C(C2)N2N=NN(C2=O)C)C)C1)C1=CC=C(C=C1)C1=C(C=CC=C1)O